C(C1=CC=CC=C1)OC(=O)[C@](C#CCCC[C@H](C)OC1=C(C=C(C(=N1)C(=O)OC)[N+](=O)[O-])C(F)(F)F)(C(F)(F)F)O Methyl 6-(((2S,8R)-8-((benzyloxy)carbonyl)-9,9,9-trifluoro-8-hydroxynon-6-yn-2-yl)oxy)-3-nitro-5-(trifluoromethyl)picolinate